(S)-2-(6-(5-chloro-2-((2-fluoro-4-((4-methylpiperazin-1-yl)sulfonyl)phenyl)amino)pyrimidin-4-yl)-8-fluoro-3-methyl-3,4-dihydro-5-oxa-1,2a-diazaacenaphthylene-2-yl)propanol ClC=1C(=NC(=NC1)NC1=C(C=C(C=C1)S(=O)(=O)N1CCN(CC1)C)F)C1=C2OCC(N3C(=NC(C(=C1)F)=C32)[C@@H](CO)C)C